(R)-1-(3-(3-bromo-2-methylphenoxy)propyl)-pyrrolidin-3-ol BrC=1C(=C(OCCCN2C[C@@H](CC2)O)C=CC1)C